6-fluoro-8-methyl-2-phenyl-3-(trifluoromethyl)isoquinolin-1(2H)-one FC=1C=C2C=C(N(C(C2=C(C1)C)=O)C1=CC=CC=C1)C(F)(F)F